(S)-2-(1-acryloyl-4-(7-(8-chloronaphthalen-1-yl)-6-fluoro-2-((tetrahydro-1H-pyrrolizin-7a(5H)-yl)methoxy)pyridino[2,3-d]pyrimidin-4-yl)piperazin-2-yl)acetonitrile C(C=C)(=O)N1[C@H](CN(CC1)C=1C2=C(N=C(N1)OCC13CCCN3CCC1)N=C(C(=C2)F)C2=CC=CC1=CC=CC(=C21)Cl)CC#N